(S)-2-isobutyryl-N-(1-(4-(trifluoromethyl)phenyl)ethyl)-1,2,3,4-tetrahydroisoquinoline-7-sulfonamide C(C(C)C)(=O)N1CC2=CC(=CC=C2CC1)S(=O)(=O)N[C@@H](C)C1=CC=C(C=C1)C(F)(F)F